COS(=O)(=O)C1=C(C=CC(=C1)O)O 2,5-dihydroxybenzenesulfonic acid methyl ester